Cl(=O)(=O)(=O)[O-].[Co+2].C(CC)N.Cl(=O)(=O)(=O)[O-] propyl-amine cobalt perchlorate